2-(4-iodophenyl)-1H-imidazole IC1=CC=C(C=C1)C=1NC=CN1